2-(2-fluoropropan-2-yl)-4-phenoxypyrimidine-5-carboxylic acid FC(C)(C)C1=NC=C(C(=N1)OC1=CC=CC=C1)C(=O)O